2-(2-methylpyrazol-3-yl)-4-(o-tolyl)benzonitrile CN1N=CC=C1C1=C(C#N)C=CC(=C1)C1=C(C=CC=C1)C